Cl.COC([C@@H]([C@@H](C)O)N)=O (2R,3R)-2-amino-3-hydroxybutyric acid methyl ester hydrochloride